CN1CCN(CC1)[C@H]1CC[C@H](CC1)NC1=NN2C(C=N1)=C(C=C2)C2=CC=1C(=NC=CN1)N=C2 N-(cis-4-(4-methylpiperazin-1-yl)cyclohexyl)-5-(pyrido[2,3-b]pyrazin-7-yl)pyrrolo[2,1-f][1,2,4]triazin-2-amine